COC=O.C(CCC(=O)O)(=O)O succinic acid methyl-formate